N-methyl-1-(5-(trifluoromethyl)thiazol-2-yl)piperidin-4-amine CNC1CCN(CC1)C=1SC(=CN1)C(F)(F)F